methyl 2-(1-benzyl-4,4-difluoro-5-methyl-3-piperidyl)acetate C(C1=CC=CC=C1)N1CC(C(C(C1)C)(F)F)CC(=O)OC